N1CCC(CC1)C=1N=NN(C1)C1C(NC(CC1)=O)=O 3-(4-(piperidin-4-yl)-1H-1,2,3-triazol-1-yl)piperidine-2,6-dione